COC1=CC=CC=2C3=CC=CC=C3NC12 monomethoxycarbazole